C1(CC1)OC1=C(C=C(C(=O)OC)C=C1)C(F)(F)F methyl 4-cyclopropyloxy-3-(trifluoromethyl)benzoate